O1C(OCC1)C1=C(C(=CC(=C1)F)F)C(C)O (2-(1,3-dioxolan-2-yl)-4,6-difluorophenyl)ethan-1-ol